((s)-1-((s)-1-((6-(cyclopropylmethoxy)pyridazin-3-yl)amino)-1-oxopropan-2-yl)-4,4-difluoropiperidin-3-yl)pyridine 1-oxide C1(CC1)COC1=CC=C(N=N1)NC([C@H](C)N1C[C@H](C(CC1)(F)F)C1=[N+](C=CC=C1)[O-])=O